5'-O-(tert-butyldimethylsilyl)-2'-deoxyadenosine [Si](C)(C)(C(C)(C)C)OC[C@@H]1[C@H](C[C@@H](O1)N1C=NC=2C(N)=NC=NC12)O